C1(CC1)C=1C=CC(=NC1F)[C@@H](NC(=O)[C@H]1N(C[C@@H](C1)F)C(CN1C(N(C(C(=C1)C)=O)CC)=O)=O)C1=CC=CC=C1 (2S,4R)-N-[(S)-(5-cyclopropyl-6-fluoropyridin-2-yl)(phenyl)methyl]-1-[2-(3-ethyl-5-methyl-2,4-dioxo-1,2,3,4-tetrahydropyrimidin-1-yl)acetyl]-4-fluoropyrrolidine-2-carboxamide